C1=CC=CC=2C3=CC=CC=C3N(C12)C=1C=C(C=CC1)NC1=CC2=CC=C(C=C2C=C1)C1=CC=CC=C1 N-(3-(9H-carbazol-9-yl)phenyl)-6-phenylnaphthalene-2-amine